5-((1-(2-chlorophenyl)ethyl)amino)-N-((R,E)-4-(methylsulfonyl)but-3-en-2-yl)-4-(trifluoromethyl)pyrimidine-2-carboxamide ClC1=C(C=CC=C1)C(C)NC=1C(=NC(=NC1)C(=O)N[C@H](C)\C=C\S(=O)(=O)C)C(F)(F)F